hexynedicarboxylic acid C(C#CCCC)(C(=O)O)C(=O)O